N-Boc-1-oxa-8-azaspiro[4.5]decan-3-ol C(=O)(OC(C)(C)C)N1CCC2(CC(CO2)O)CC1